(E)-N-((1,2,3,5,6,7-hexahydro-s-indacen-4-yl)carbamoyl)-3-(methyl(phenyl)amino)prop-1-ene-1-sulfonamide C1CCC2=C(C=3CCCC3C=C12)NC(=O)NS(=O)(=O)\C=C\CN(C1=CC=CC=C1)C